C[SiH2]CCCCCCOC(C)(C)C methyl(6-(tert-butoxy)hexyl)silane